6-((adamantan-1-yl)(methyl)amino)-N-((1-(2,6-dioxopiperidin-3-yl)-3-methyl-2-oxo-2,3-dihydro-1H-benzo[d]imidazol-4-yl)methyl)hexanamide C12(CC3CC(CC(C1)C3)C2)N(CCCCCC(=O)NCC2=CC=CC=3N(C(N(C32)C)=O)C3C(NC(CC3)=O)=O)C